N[C@H](C(=O)O)CCC(=O)O (2S)-2-aminoglutaric acid